(S)-(4-(7-methylpyrazolo[1,5-a]pyridin-2-yl)-6,7-dihydro-1H-imidazo[4,5-c]pyridin-5(4H)-yl)(5-(pyrimidin-2-yl)-1,3,4-oxadiazol-2-yl)methanone CC1=CC=CC=2N1N=C(C2)[C@H]2N(CCC1=C2N=CN1)C(=O)C=1OC(=NN1)C1=NC=CC=N1